1-(3-(((1R,4R,5S)-4-hydroxy-2-methyl-3-oxo-2-azabicyclo[3.1.0]hex-4-yl)ethynyl)phenyl)-1H-pyrazolo[3,4-b]pyridine-3-carboxamide O[C@@]1(C(N([C@@H]2C[C@H]12)C)=O)C#CC=1C=C(C=CC1)N1N=C(C=2C1=NC=CC2)C(=O)N